COC(=O)C1=C(C=2C=3N(C=CC2S1)N=C(C3)OCC3=CC=CC=C3)Br 2-(benzyloxy)-9-bromopyrazolo[1,5-a]thieno[3,2-c]pyridine-8-carboxylic acid methyl ester